FC(OC1=CC=C(C=C1)S(=O)(=O)NC1CC(C(CC1)(C)C)C)(F)F 4-(trifluoromethoxy)-N-(3,4,4-trimethylcyclohexyl)benzene-sulfonamide